N[C@@H]1[C@@H](OCC12CCN(CC2)C=2N(C(C=1C(N2)=NNC1C1=C(C(=NC=C1)NC1CC1)Cl)=O)C)C 6-((3S,4S)-4-Amino-3-methyl-2-oxa-8-azaspiro[4.5]decan-8-yl)-3-(3-chloro-2-(cyclopropylamino)pyridin-4-yl)-5-methyl-2,5-dihydro-4H-pyrazolo[3,4-d]pyrimidin-4-one